C(C=C)(=O)N1CC(C1)C1=C(C2=C(N=NC(=C2)C2=C(C=CC=C2)O)N1)C(=O)N 6-(1-Acryloylazetidin-3-yl)-3-(2-hydroxyphenyl)-7H-pyrrolo[2,3-c]pyridazine-5-carboxamide